P(=O)(O)(O)[O-].[Fe+3].P(=O)(O)(O)[O-].P(=O)(O)(O)[O-] iron (iii) dihydrogen phosphate